FC=1C=C(C=NC1)[C@@H]([C@@H]1N([C@@H](CCCC1)CCC)C(=O)OC(C)(C)C)O tert-butyl (2R,7R)-2-((S)-(5-fluoropyridin-3-yl)-(hydroxy)methyl)-7-propylazepane-1-carboxylate